FC(N1CC=NC=C1)(F)F 4-(trifluoromethyl)pyrazin